C(CCCCCC)C=1C(=C(C=CC1)OC(NC1CC(CC(C1)(C)C)(C)CNC(=O)OC1=C(C(=CC=C1)CCCCCCC)CCCCCCC)=O)CCCCCCC 3-((diheptylphenoxy)carbonylamino-methyl)-3,5,5-trimethylcyclohexyl-carbamic acid (diheptylphenyl) ester